nickel chloride [Ni](Cl)Cl